COC=1C=C(CC2(NC(=NC(=C2)C2=CC=C(C=C2)F)N)N)C=CC1OC 4-(3,4-dimethoxybenzyl)-6-(4-fluorophenyl)pyrimidine-2,4-diamine